CC1(OB(OC1(C)C)C=1C=C2C(=NC1)SC=N2)C 6-(4,4,5,5-tetramethyl-1,3,2-dioxaborolan-2-yl)thiazolo[5,4-b]pyridine